5-{4-[(4-butyl-2,6-difluorophenyl)ethynyl]-2-fluorophenyl}-2-propylthieno[3,2-b]thiophene C(CCC)C1=CC(=C(C(=C1)F)C#CC1=CC(=C(C=C1)C1=CC=2SC(=CC2S1)CCC)F)F